1-((S)-3-((4-((2,3-difluoro-4-(((R)-tetrahydrofuran-2-yl)methoxy)phenyl)-amino)pyrido[3,2-d]pyrimidin-6-yl)oxy)pyrrolidin-1-yl)prop-2-en-1-one FC1=C(C=CC(=C1F)OC[C@@H]1OCCC1)NC=1C2=C(N=CN1)C=CC(=N2)O[C@@H]2CN(CC2)C(C=C)=O